tert-butyl (R or S)-(2-(3-((4-(bis(2,4-dimethoxybenzyl)amino)-2-((1-hydroxyhexan-3-yl)oxy)imidazo[2,1-f][1,2,4]triazin-7-yl)methyl)-2-methoxyphenoxy) ethyl)(methyl)carbamate COC1=C(CN(C2=NC(=NN3C2=NC=C3CC=3C(=C(OCCN(C(OC(C)(C)C)=O)C)C=CC3)OC)O[C@@H](CCO)CCC)CC3=C(C=C(C=C3)OC)OC)C=CC(=C1)OC |o1:37|